C(C)OC(=O)N1CCC(CC1)=C(C1=CC2=C(OCOC2)C=C1)C1=CC2=C(OCOC2)C=C1.C(C1=CC=CC=C1)NC(CC1=NC=C(C=C1)Br)=O N-benzyl-2-(5-bromopyridin-2-yl)acetamide ethyl-4-(bis(4H-benzo[d][1,3]dioxin-6-yl)methylene)piperidine-1-carboxylate